C(C)(C)OC=1C(=NC(=CC1)C(=O)NC=1C(=NN(C1)C1COC1)C1=NC=CC=C1)C=1C=NC=CC1 isopropoxy-N-(1-(oxetan-3-yl)-3-(pyridin-2-yl)-1H-pyrazol-4-yl)-[2,3'-bipyridine]-6-carboxamide